FC(C=1C=C(N(N1)C)NC1=NN=CN1[C@H]1CCC2=C(C(=C(S2)NC(=O)[C@H]2CC23CC3)C(=O)OCC)C1)F Ethyl (5S)-5-[3-[[5-(difluoromethyl)-2-methyl-pyrazol-3-yl]amino]-1,2,4-triazol-4-yl]-2-[[(2S)-spiro[2.2]pentane-2-carbonyl]amino]-4,5,6,7-tetrahydrobenzothiophene-3-carboxylate